COC(=O)C=1C=NC(=CC1OC)F 6-fluoro-4-methoxypyridine-3-carboxylic acid methyl ester